C(C)[N+](C)(CCOC)CC N,N-Diethyl-N-(2-methoxyethyl)-N-methylammonium